3-((5-(5-(difluoromethyl)-1,3,4-oxadiazol-2-yl)pyridin-2-yl)methyl)-5,5-dimethyl-1-(3-(1-methylpiperidin-4-yl)phenyl)imidazolidin-2,4-dione FC(C1=NN=C(O1)C=1C=CC(=NC1)CN1C(N(C(C1=O)(C)C)C1=CC(=CC=C1)C1CCN(CC1)C)=O)F